dibromo(hexamethylphenyl)ruthenium (II) Br[Ru-](C1(C(C(C(C=C1)C)(C)C)(C)C)C)Br